BrC1=CC=C(COCC=2N=NNC2)C=C1 4-(((4-bromobenzyl)oxy)methyl)-1H-1,2,3-triazole